C[C@@]12C(C=CC1=C1CCC3CCCC[C@]3(C)[C@H]1CC2)=O androstdienone